phenylpropylammonium hypophosphite [PH2](=O)[O-].C1(=CC=CC=C1)CCC[NH3+]